FC=1C=C(C=C(C1F)F)C=1N=NN(C1)[C@@H]1[C@H]([C@@H](SC2=CC(=CC=C2)O)O[C@@H]([C@@H]1O)CO)O 3-Hydroxy-phenyl 3-deoxy-3-[4-(3,4,5-trifluorophenyl)-1H-1,2,3-triazol-1-yl]-1-thio-α-D-galactopyranoside